5-(2-(methylthio)ethyl)isoxazole-3-carboxylic acid ethyl ester C(C)OC(=O)C1=NOC(=C1)CCSC